CON(C(OC1=CC=CC2=NC3=CC=CC=C3N=C12)=O)C phenazin-1-yl methoxy(methyl)carbamate